ethyl benzyl-methyl ether C(C1=CC=CC=C1)COCC